4,5'-dinitramino-5-amino-3,3'-bi-1,2,4-triazolium N([N+](=O)[O-])N1C(N=[NH+]C1N)=C1N=[NH+]C(=N1)N[N+](=O)[O-]